N[C@H](CC1=C(C2=C(N=C(N=C2NCC=2OC=CC2)Cl)N1)C)C 6-[(2S)-2-aminopropyl]-2-chloro-N-[(furan-2-yl)methyl]-5-methyl-7H-pyrrolo[2,3-d]pyrimidin-4-amine